(R)-6-chloro-3-((1-(2-cyano-3-(3,3-difluoropyrrolidin-1-yl)-7-(trifluoromethyl)quinoxalin-5-yl)ethyl)amino)picolinic acid ClC1=CC=C(C(=N1)C(=O)O)N[C@H](C)C1=C2N=C(C(=NC2=CC(=C1)C(F)(F)F)C#N)N1CC(CC1)(F)F